(2R,3R,4S,5S)-2-(4-amino-7H-pyrrolo[2,3-d]pyrimidin-7-yl)-5-((R)-5,6-difluoroisochroman-1-yl)tetrahydrofuran-3,4-diol NC=1C2=C(N=CN1)N(C=C2)[C@@H]2O[C@@H]([C@H]([C@H]2O)O)[C@@H]2OCCC1=C(C(=CC=C21)F)F